2,4,6-trifluorobenzene-1,3,5-tricarboxylic acid FC1=C(C(=C(C(=C1C(=O)O)F)C(=O)O)F)C(=O)O